2-(6-cyclopropyl-8-ethoxy-2-((1-methylpiperidin-4-yl)oxy)-4-(2,7-diazaspiro[3.5]non-7-yl)quinazolin-7-yl)-3-fluorophenol C1(CC1)C=1C=C2C(=NC(=NC2=C(C1C1=C(C=CC=C1F)O)OCC)OC1CCN(CC1)C)N1CCC2(CNC2)CC1